(R,E)-(1-(4-oxo-4-(((6-phenylpyridin-2-yl)methyl)amino)but-2-enamido)-2-phenylethyl)boric acid O=C(/C=C/C(=O)N[C@@H](CC1=CC=CC=C1)OB(O)O)NCC1=NC(=CC=C1)C1=CC=CC=C1